stearyl di-T-butyl-4-hydroxyhydrocinnamate C(C)(C)(C)C(C(=O)OCCCCCCCCCCCCCCCCCC)(CC1=CC=C(C=C1)O)C(C)(C)C